2',4'-dichloro-[1,1'-biphenyl]-4-carboxylic acid ClC1=C(C=CC(=C1)Cl)C1=CC=C(C=C1)C(=O)O